6-(((S)-2-oxoazepan-3-yl)-carbamoyl)-3,4-dihydro-2H-pyran-3,4-diyl diacetate C(C)(=O)OC1COC(=CC1OC(C)=O)C(N[C@@H]1C(NCCCC1)=O)=O